2,4-Diphenyl-6-[2-hydroxy-4-(2-methacryloyloxyethoxy)phenyl]s-triazine tert-butyl-3-[4-[3-(2,2,2-trifluoroethoxy)azetidin-1-yl]phenyl]azetidine-1-carboxylate C(C)(C)(C)OC(=O)N1CC(C1)C1=CC=C(C=C1)N1CC(C1)OCC(F)(F)F.C1(=CC=CC=C1)C1=NC(=NC(=N1)C1=CC=CC=C1)C1=C(C=C(C=C1)OCCOC(C(=C)C)=O)O